isopropyl 4-((1-acryloyl-6-methylpiperidin-3-yl)amino)-1H-pyrrolo[2,3-b]pyridine-5-carboxylate C(C=C)(=O)N1CC(CCC1C)NC1=C2C(=NC=C1C(=O)OC(C)C)NC=C2